C(#N)C=1C=C(C=CC1)C=1C=C2C(=NC1)N=C(N2)C2(CN(CCC2)C#N)F 3-(6-(3-cyanophenyl)-1H-imidazo[4,5-b]pyridin-2-yl)-3-fluoropiperidine-1-carbonitrile